C(C)N1C(=NN(C1=O)C=1N(C(C2=CC(=CC=C2C1C(=C)C)F)=O)C=1C=CC(=C(C1)C)F)CO (4-ethyl-3-(hydroxymethyl)-5-oxo-4,5-dihydro-1H-1,2,4-triazol-1-yl)-7-fluoro-2-(2-fluoro-5-tolyl)-4-(prop-1-en-2-yl)isoquinolin-1(2H)-one